Cl.Cl.NC\C=C(\CN1C(=C(C=2N=NC(=CC21)C)CC2=CC=C(C=C2)S(=O)(=O)N(C)C)C)/F (Z)-4-((5-(4-amino-2-fluorobut-2-en-1-yl)-3,6-dimethyl-5H-pyrrolo[3,2-c]pyridazin-7-yl)methyl)-N,N-dimethylbenzenesulfonamide dihydrochloride